para-vinyl-4-acetoxyl-3,5-di-tert-butyl-benzene (S)-quinuclidin-3-yl-(5-(2-isopropoxypyridin-4-yl)-2,2-dimethyl-2,3-dihydro-1H-inden-1-yl)carbamat N12CC(C(CC1)CC2)N(C(O)=O)[C@H]2C(CC1=CC(=CC=C21)C2=CC(=NC=C2)OC(C)C)(C)C.C(=C)C2(C(C=CC=C2C(C)(C)C)C(C)(C)C)OC(=O)C